C1(CC1)C=1C=C(OCC(=O)C=2N(C=CN2)COCC[Si](C)(C)C)C=CC1 2-(3-cyclopropylphenoxy)-1-[1-(2-trimethylsilylethoxymethyl)imidazol-2-yl]ethanone